6-methylthieno[2,3-b]pyrazine-6-carboxamide CC1(CC=2C(=NC=CN2)S1)C(=O)N